C(C)C(COC([C@@H](NP(=O)(OC1=CC=CC=C1)OC1=CC=C(C=C1)[N+](=O)[O-])CF)=O)CC N-[(p-Nitrophenoxy)(phenoxy)phosphoryl]-3-fluoro-L-alanine-2-ethylbutyl ester